(S)-N-(2-(3-aminopyrrolidin-1-yl)-4-(4-cyanopyridin-3-yl)phenyl)-1-(2,6-difluorophenyl)-6-oxo-1,6-dihydropyridazine-3-carboxamide N[C@@H]1CN(CC1)C1=C(C=CC(=C1)C=1C=NC=CC1C#N)NC(=O)C1=NN(C(C=C1)=O)C1=C(C=CC=C1F)F